C(C)(C)(C)N(C(O)=O)CC(C1=CC=CC=C1)N.NC(CNC(OC(C)(C)C)=O)C1=CC=CC=C1 tert-butyl 2-amino-2-phenyl-ethylcarbamate (tert-butyl-2-amino-2-phenyl ethyl carbamate)